N-(3-chloro-4-methylphenyl)-2-((3-(2,6-dioxopiperidin-3-yl)-2-methylquinolin-7-yl)oxy)propenamide ClC=1C=C(C=CC1C)NC(C(=C)OC1=CC=C2C=C(C(=NC2=C1)C)C1C(NC(CC1)=O)=O)=O